N=1C=CN2C1C=CC(=C2)C2=CNC=1N=C(N=CC12)NC1=CC(=CC=C1)N1CCN(CC1)C 5-(imidazo[1,2-a]pyridin-6-yl)-N-(3-(4-methylpiperazin-1-yl)phenyl)-7H-pyrrolo[2,3-d]pyrimidin-2-amine